2-(4-(chroman-7-ylmethyl)-2-(2-isopropylphenyl)piperazin-1-yl)-7-azaspiro[3.5]Nonane O1CCCC2=CC=C(C=C12)CN1CC(N(CC1)C1CC2(C1)CCNCC2)C2=C(C=CC=C2)C(C)C